3-(4-((3S,5R)-3-amino-5-methylpiperidin-1-yl)pyridin-3-yl)-2,6,6'-trifluoro-N3',N3'-dimethyl-[1,1'-biphenyl]-3,3'-dicarboxamide dihydrochloride Cl.Cl.N[C@@H]1CN(C[C@@H](C1)C)C1=C(C=NC=C1)C1(C(C(=C(C=C1)F)C1=CC(=CC=C1F)C(=O)N(C)C)F)C(=O)N